6-(benzyloxy)-8-bromo-2-fluoronaphthalen-1-ol C(C1=CC=CC=C1)OC=1C=C2C=CC(=C(C2=C(C1)Br)O)F